N-[(1R)-2-[(3R)-3-aminopyrrolidin-1-yl]-1-methyl-2-oxo-ethyl]-4-[[3-[1-(cyanomethyl)-3-(trifluoromethyl)pyrazol-4-yl]imidazo[1,2-a]pyrazin-8-yl]amino]-2-ethyl-benzamide formate C(=O)O.N[C@H]1CN(CC1)C([C@@H](C)NC(C1=C(C=C(C=C1)NC=1C=2N(C=CN1)C(=CN2)C=2C(=NN(C2)CC#N)C(F)(F)F)CC)=O)=O